ClC=1C=NC(=C(C(=O)NC2CCC(CC2)CN2C(N(C3=NC=CC=C32)C3=C(C=NC=C3)Cl)=O)C1)C(F)F 5-chloro-N-((1r,4r)-4-((3-(3-chloropyridin-4-yl)-2-oxo-2,3-dihydro-1H-imidazo[4,5-b]pyridin-1-yl)methyl)cyclohexyl)-2-(difluoromethyl)nicotinamide